COC(=O)C1=C(C2=CC=CC=C2C(=C1)C(C#C)C1=CC=CC=C1)O 1-hydroxy-4-(1-phenylprop-2-yn-1-yl)-2-naphthoic acid methyl ester